C(C)OC(CCCCCCCCC\C=C/C=C)OCC (3Z)-14,14-diethoxy-1,3-tetradecadiene